N[C@@H]([C@@H](C)CC)C(=O)O exo-L-isoleucine